CC1(C[C@H](NC1)/C=C/C(=O)N1CC2=C([C@@H](C1)C1=C(C=CC=C1)C=1C(=NN(C1)CC)C(F)(F)F)C=C(S2)C#N)C (S)-6-((E)-3-((S)-4,4-Dimethylpyrrolidin-2-yl)acryloyl)-4-(2-(1-ethyl-3-(trifluoromethyl)-1H-pyrazol-4-yl)phenyl)-4,5,6,7-tetrahydrothieno[2,3-c]pyridine-2-carbonitrile